NC=1C=2N(C=CN1)C(=NC2C2=CC=C(C(=O)NC1=NC=CC=C1)C=C2)[C@H]2N(CCC2)CCCCCCCCCSC2=C1C(N(C(C1=CC=C2)=O)C2C(NC(CC2)=O)=O)=O 4-(8-amino-3-((2S)-1-(9-((2-(2,6-dioxopiperidin-3-yl)-1,3-dioxoisoindoline-4-yl)thio)nonyl)pyrrolidin-2-yl)imidazo[1,5-a]pyrazin-1-yl)-N-(pyridin-2-yl)benzamide